CN1N=CC(=C1)C=1C=CC=2N(C1)N=CC2C2CCC(CC2)CCC2=CC=CC=C2 6-(1-methyl-1H-pyrazol-4-yl)-3-(4-phenethylcyclohexyl)pyrazolo[1,5-a]pyridine